5-(4-chloro-2-fluoro-phenyl)-2,3-dimethyl-7-((2R)-2-((3R)-tetra-hydro-3-furanyl)-4-morpholinyl)pyrido-[4,3-d]pyrimidin-4(3H)-one ClC1=CC(=C(C=C1)C1=NC(=CC=2N=C(N(C(C21)=O)C)C)N2C[C@H](OCC2)[C@H]2COCC2)F